7-chloro-3-ethyl-8-fluoropyrido[3,4-b]pyrazin-2(1H)-one ClC1=C(C2=C(N=C(C(N2)=O)CC)C=N1)F